6-(3-Fluoro-5-isobutoxyphenyl)-N-(1H-pyrazol-5-ylsulfonyl)-2-(3,3,4-trimethyl-1-piperidyl)pyridin-3-carboxamid FC=1C=C(C=C(C1)OCC(C)C)C1=CC=C(C(=N1)N1CC(C(CC1)C)(C)C)C(=O)NS(=O)(=O)C1=CC=NN1